CC(C)(C)C1=C(OP2OCC3(CO2)COP(OC3)OC3=C(C=C(C=C3)C(C)(C)C)C(C)(C)C)C=CC(=C1)C(C)(C)C 3,9-bis(2,4-bis(1,1-dimethylethyl)phenoxy)-2,4,8,10-Tetraoxa-3,9-diphosphaspiro(5.5)undecane